(4-Methoxy-phenyl)-(3-nitrophenyl)methanone COC1=CC=C(C=C1)C(=O)C1=CC(=CC=C1)[N+](=O)[O-]